2-[3-fluoro-4-(2,2,2-trifluoroethoxy)phenyl]-7-(piperazin-1-yl)-4H-pyrido[1,2-a]pyrimidin FC=1C=C(C=CC1OCC(F)(F)F)C=1N=C2N(CC1)C=C(C=C2)N2CCNCC2